(S)-ethyl 8-(2-amino-6-((R)-1-(3',5-dichloro-5'-fluoro-[1,1'-biphenyl]-2-yl)-2,2,2-trifluoroethoxy)pyrimidin-4-yl)-2,8-diazaspiro[4.5]decane-3-carboxylate NC1=NC(=CC(=N1)N1CCC2(C[C@H](NC2)C(=O)OCC)CC1)O[C@@H](C(F)(F)F)C1=C(C=C(C=C1)Cl)C1=CC(=CC(=C1)F)Cl